ClC=1N=C2C(=NC1)NC=C2C2=NC(=CC(=N2)N[C@@H]2[C@H](C1CCC2CC1)C(=O)OC)N1CC2=CC=CC=C2CC1 (2S,3S)-methyl 3-((2-(2-chloro-5H-pyrrolo[2,3-b]pyrazin-7-yl)-6-(3,4-dihydroisoquinolin-2(1H)-yl)pyrimidin-4-yl)amino)bicyclo[2.2.2]octane-2-carboxylate